4,6-dichloro-2-trifluoromethyl-pyrimidine ClC1=NC(=NC(=C1)Cl)C(F)(F)F